N1=NC(=CC=C1)C(=O)[O-] pyridazine-3-carboxylate